4-hydroxy-N-propyl-N-isopropyltryptamine OC=1C=CC=C2NC=C(CCN(C(C)C)CCC)C12